7-[2-[2-(propan-2-yl)phenyl]-9-[[4-(1H-pyrazol-1-yl)phenyl]methyl]-9H-purin-8-yl]-3-oxa-5-azabicyclo[7.3.1]trideca-1(13),9,11-trien-4-one CC(C)C1=C(C=CC=C1)C1=NC=C2N=C(N(C2=N1)CC1=CC=C(C=C1)N1N=CC=C1)C1CNC(OCC=2C=CC=C(C1)C2)=O